4-bromo-2-(2-(difluoromethoxy)phenyl)-5-methyl-1H-pyrrole-3-carboxylic acid BrC=1C(=C(NC1C)C1=C(C=CC=C1)OC(F)F)C(=O)O